BrC1=CC=CC(=N1)OCCO 2-((6-bromopyridin-2-yl)oxy)ethan-1-ol